tert-butyl (2S,4R)-2-((6-bromo-4-(trifluoromethyl) pyridin-2-yl) carbamoyl)-4-fluoropyrrolidine-1-carboxylate BrC1=CC(=CC(=N1)NC(=O)[C@H]1N(C[C@@H](C1)F)C(=O)OC(C)(C)C)C(F)(F)F